benzyl (3S,4R)-3-amino-4-methoxypiperidine-1-carboxylate N[C@H]1CN(CC[C@H]1OC)C(=O)OCC1=CC=CC=C1